FC(CC[C@@H](C(C(=O)NC)=O)NC(=O)[C@@H]1[C@H]2C([C@H]2CN1C([C@H](C(C)(C)C)NC(OC)=O)=O)(C)C)(C)F Methyl ((S)-1-((1R,2S,5S)-2-(((S)-6,6-difluoro-1-(methylamino)-1,2-dioxoheptan-3-yl)carbamoyl)-6,6-dimethyl-3-azabicyclo[3.1.0]hexan-3-yl)-3,3-dimethyl-1-oxobutan-2-yl)carbamate